CC1CCN(CC1)C1=CC=C(C(=O)N)C=C1 4-(4-methylpiperidin-1-yl)benzamide